C(C1=CC=CC=C1)OC1=CC(=C(C#N)C=C1OC1=C(C(=C(C=C1Br)[N+](=O)[O-])F)F)F 4-Benzyloxy-5-(6-bromo-2,3-difluoro-4-nitro-phenoxy)-2-fluoro-benzonitrile